2-Cyano-3-hydroxy-isonicotinic acid ethyl ester C(C)OC(C1=C(C(=NC=C1)C#N)O)=O